methyl-[5-(propane-1-sulfinyl)-1H-benzimidazol-2-yl]-carbamic acid methyl ester COC(N(C1=NC2=C(N1)C=CC(=C2)S(=O)CCC)C)=O